molybdenum di-sulfide [Mo](=S)=S